C(C)C1=C(N=C(C(=N1)C)C)C ethyl-2,3,5-trimethylpyrazine